FC=1C=C(C=C(C1)C(F)(F)F)N1CC(C1)CN1C(C(C2=CC=C(C=C12)C(=O)NC1=CNC2=CC=CC=C12)(C)C)=O (1-(3-Fluoro-5-trifluoromethylphenylazetidin-3-yl)methyl)-N-(1H-indol-3-yl)-3,3-dimethyl-2-oxoindoline-6-carboxamide